N-(2-(2-(dimethylamino)ethoxy)-5-((4-(7-methyl-1H-indol-3-yl)-5-(trifluoromethyl)pyrimidin-2-yl)amino)phenyl)acetamide CN(CCOC1=C(C=C(C=C1)NC1=NC=C(C(=N1)C1=CNC2=C(C=CC=C12)C)C(F)(F)F)NC(C)=O)C